palladium sulfite salt S(=O)([O-])[O-].[Pd+2]